(1S,9S)-1-acetamido-9-ethyl-5-fluoro-4-methyl-10,13-dioxo-2,3,9,10,13,15-hexahydro-1H,12H-benzo[de]pyrano[3',4':6,7]indolizino[1,2-b]quinolin-9-yl L-valinate N[C@@H](C(C)C)C(=O)O[C@@]1(C(OCC=2C(N3CC=4C(=NC=5C=C(C(=C6C5C4[C@H](CC6)NC(C)=O)C)F)C3=CC21)=O)=O)CC